methyl 5-(5-((tert-butoxycarbonyl)(methyl)amino)pyrimidin-2-yl)-3-(prop-1-en-2-yl)picolinate C(C)(C)(C)OC(=O)N(C=1C=NC(=NC1)C=1C=C(C(=NC1)C(=O)OC)C(=C)C)C